(3-chloro-4-methylphenyl)-4-(4,6-dichloro-1,3,5-triazin-2-yl)-3,4-dihydro-2H-benzo[b][1,4]oxazin-2-carboxamide ClC=1C=C(C=CC1C)C1(CN(C2=C(O1)C=CC=C2)C2=NC(=NC(=N2)Cl)Cl)C(=O)N